O=C1NC(CCC1N1C(C2=C3C(C(=CC=C13)NC1CCN(CC1)CCCCCCCCC(=O)O)=CC=C2)=O)=O 9-[4-[[1-(2,6-dioxo-3-piperidinyl)-2-oxo-benzo[cd]indol-6-yl]amino]-1-piperidinyl]nonanoic acid